1-propynyl-glycerol C(#CC)OCC(O)CO